6-chloro-3-((1-(4-ethyl-3,7-dimethyl-5-oxo-4,5-dihydro-3H-pyrazolo[3,4-c]isoquinolin-9-yl)ethyl)amino)picolinic acid ClC1=CC=C(C(=N1)C(=O)O)NC(C)C=1C=2C3=C(N(C(C2C=C(C1)C)=O)CC)N(N=C3)C